(R)-N-(8,9-difluoro-6-oxo-1,2,3,4,5,6-hexahydrobenzo[c][1,7]naphthyridin-1-yl)-N,4-dimethyl-1H-indole-2-carboxamide FC=1C(=CC2=C(C(NC=3CNC[C@@H](C23)N(C(=O)C=2NC3=CC=CC(=C3C2)C)C)=O)C1)F